3-[(2E)-3,7-dimethylocta-2,6-dien-1-yl]-2,4-dihydroxy-6-decanylbenzoic acid C\C(=C/CC=1C(=C(C(=O)O)C(=CC1O)CCCCCCCCCC)O)\CCC=C(C)C